7-(trifluoromethyl)isochroman-4-one oxime FC(C1=CC=C2C(COCC2=C1)=NO)(F)F